(R)-N-(3-ethoxy-4-(N-(4-fluoro-3-(trifluoromethoxy)phenyl)sulfamoyl)phenyl)-3-hydroxy-2-phenylpropanamide C(C)OC=1C=C(C=CC1S(NC1=CC(=C(C=C1)F)OC(F)(F)F)(=O)=O)NC([C@@H](CO)C1=CC=CC=C1)=O